FC(C(=O)O)(F)F.CSC1=CC=C(C=C1)C(CC#N)N1N=CC(=C1)C=1C2=C(N=CN1)NC=C2 3-[4-(methylthio)phenyl]-3-[4-(7H-pyrrolo[2,3-d]pyrimidin-4-yl)-1H-pyrazol-1-yl]propanenitrile trifluoroacetate